O-tert-Butyl O3-ethyl 4-{2-[(S)-benzyloxycarbonylamino(4,4-difluorocyclohexyl)-methyl]imidazo[1,2-b]pyridazin-7-yl}-2,5-dihydropyrrole-1,3-dicarboxylate C(C1=CC=CC=C1)OC(=O)N[C@H](C=1N=C2N(N=CC(=C2)C2=C(CN(C2)C(=O)OC(C)(C)C)C(=O)OCC)C1)C1CCC(CC1)(F)F